CC1=C(C=CC(=C1)C1=C(C(=O)[O-])C=CC(=C1)OCCCCCCC1OC1)C1=C(C(=O)[O-])C=CC(=C1)OCCCCCCC1OC1 2-methyl-1,4-phenylenedi(4-((6-(oxiran-2-yl) hexyl) oxy) benzoate)